Methylene malonate C1(CC(=O)OCO1)=O